CC(CCC(=O)SCCNC(CCNC([C@@H](C(COP(OP(OC[C@@H]1[C@H]([C@H]([C@@H](O1)N1C=NC=2C(N)=NC=NC12)O)OP(=O)(O)O)(=O)O)(=O)O)(C)C)O)=O)=O)C 4-methylpentanoyl-CoA